4-(6-azaspiro[2.5]octan-4-yl)pyridine 1-oxide C1CC12C(CNCC2)C2=CC=[N+](C=C2)[O-]